NC1=CC=C(CN2N=CC(=C2)NC2=NC=C(C(=N2)C2=CC=NN2C)Cl)C=C1 N-(1-(4-aminobenzyl)-1H-pyrazol-4-yl)-5-chloro-4-(1-methyl-1H-pyrazol-5-yl)pyrimidin-2-amine